(2-[3-(diethoxymethylsilyl)propoxy]-5-hydroxyphenyl)triphenylphosphonium bromide [Br-].C(C)OC(OCC)[SiH2]CCCOC1=C(C=C(C=C1)O)[P+](C1=CC=CC=C1)(C1=CC=CC=C1)C1=CC=CC=C1